FC(C1=C2C=C(N=NC2=CC(=C1)N1CC2(CN(C2)C(=O)OC(C)(C)C)C1)C1=C(C=CC=C1)OCOC)F tert-butyl 6-[5-(difluoromethyl)-3-[2-(methoxymethoxy) phenyl] cinnolin-7-yl]-2,6-diazaspiro[3.3]heptane-2-carboxylate